S1C(=CC=C1)/C=C/C1=NN(C=C1)COC(C(=O)OCC)C (E)-ethyl 2-((3-(2-(thiophen-2-yl)vinyl)-1H-pyrazol-1-yl)methoxy)propanoate